BrC1=C(C=C(C(=C1)F)Cl)O bromo-4-fluoro-5-chlorophenol